ClC1=CC=C(C=C1)C1=C(C=C(C=C1)N1CCN(CC1)C(=O)OC(C)(C)C)[C@H](C1CCN(CC1)C1=CC=C(C=C1)C(=O)OC)O tert-butyl (S)-4-(4'-chloro-2-(hydroxy(1-(4-(methoxycarbonyl)phenyl)piperidin-4-yl)methyl)-[1,1'-biphenyl]-4-yl)piperazine-1-carboxylate